N1-methyl-N1-propylbenzene-1,2-diamine CN(C=1C(=CC=CC1)N)CCC